COCC(C)C 1-Methoxy-2-methylpropan